ClC1=CC(=C2C(=CN(C2=C1F)COCC[Si](C)(C)C)N1C=NC=C1)OCC#N 2-[6-Chloro-7-fluoro-3-imidazol-1-yl-1-(2-trimethylsilylethoxymethyl)indol-4-yl]oxyacetonitrile